4-[4-fluoro-2-methyl-1-(propan-2-yl)-1H-benzimidazol-6-yl]-2-(methylsulfanyl)pyrimidine-5-carbonitrile FC1=CC(=CC=2N(C(=NC21)C)C(C)C)C2=NC(=NC=C2C#N)SC